C(C)(C)(C)OC(=O)N1[C@@H](CN[C@@H](C1)COC1=C2C(NC(N(C2=CC(=C1)Br)C1=C(C=CC=C1)C(C)C)=O)=O)C (2R,5S)-5-(((7-bromo-1-(2-isopropylphenyl)-2,4-dioxo-1,2,3,4-tetrahydroquinazolin-5-yl)oxy)methyl)-2-methylpiperazine-1-carboxylic acid tert-butyl ester